1-[((3S,4R)-3-(3-Fluorophenyl)-4-{[3-endo-(2-methyl-1H-benzimidazol-1-yl)-8-azabicyclo[3.2.1]oct-8-yl]methyl}pyrrolidin-1-yl)methyl]cyclohexanecarboxylic acid FC=1C=C(C=CC1)[C@H]1CN(C[C@@H]1CN1C2CC(CC1CC2)N2C(=NC1=C2C=CC=C1)C)CC1(CCCCC1)C(=O)O